C(C1=CC=CC=C1)OC[C@@H](CCl)O[C@H](COS(=O)(=O)C1=CC=C(C=C1)C)CO 4-methylbenzenesulfonic acid (S)-2-((S)-1-(benzyloxy)-3-chloropropan-2-yloxy)-3-hydroxypropyl ester